chromium disodium salt [Na].[Na].[Cr]